C(C)(=O)N1CC2(CC1)N(C(CN(C2=O)C2=NC=C(C=C2)OC)=O)CC2=CC=C(C=C2)Cl 2-acetyl-6-(4-chlorobenzyl)-9-(5-methoxypyridin-2-yl)-2,6,9-triazaspiro[4.5]-decane-7,10-dione